3-(3-methylbenzyl)benzaldehyde CC=1C=C(CC=2C=C(C=O)C=CC2)C=CC1